4-benzyl-2-oxoimidazoline-1-carboxamide C(C1=CC=CC=C1)C1NC(N(C1)C(=O)N)=O